tert-butyl 2-(5-(azetidin-1-ylsulfonyl)-2-(cyclopent-1-en-1-yl)phenyl)-1H-indole-1-carboxylate N1(CCC1)S(=O)(=O)C=1C=CC(=C(C1)C=1N(C2=CC=CC=C2C1)C(=O)OC(C)(C)C)C1=CCCC1